N-{5-chloro-3-[2-(2-chloropyrimidin-4-yl)-acetyl]-2-fluorophenyl}-2,5-difluorobenzenesulfonamide ClC=1C=C(C(=C(C1)NS(=O)(=O)C1=C(C=CC(=C1)F)F)F)C(CC1=NC(=NC=C1)Cl)=O